(S)-1-{5-[(R)-(1,3-dimethyl-azetidin-3-yl)-hydroxy-(4-isopropyl-phenyl)-methyl]-pyridin-3-yl}-pyrrolidin-3-ol CN1CC(C1)(C)[C@@](C=1C=C(C=NC1)N1C[C@H](CC1)O)(C1=CC=C(C=C1)C(C)C)O